OC(C(C(=O)OC)OC)C1=CC=C(C2=C1SC=C2)OC(CC=2N=C(OC2C)C2=C(C=CC=C2[2H])[2H])([2H])[2H] methyl 3-hydroxy-2-methoxy-3-(4-(2-(5-methyl-2-(phenyl-2,6-d2)oxazol-4-yl)ethoxy-1,1-d2)benzo[b]thiophen-7-yl)propanoate